NC(CC=1C=C2C=N[C@H](N(N2C1Br)CC=1OC=CC1)Cl)CF (R)-6-(2-amino-3-fluoropropyl)-7-bromo-2-chloro-N-(furan-2-ylmethyl)pyrrolo[2,1-f][1,2,4]triazin